(R)-6-(sec-butyl)-4-((5-(5-fluoro-6-hydroxypyridin-2-yl)-1,3,4-thiadiazol-2-yl)methyl)-4,6-diazaspiro[2.4]heptane-5,7-dione [C@@H](C)(CC)N1C(N(C2(CC2)C1=O)CC=1SC(=NN1)C1=NC(=C(C=C1)F)O)=O